2-{4-[(N,N-dimethylglycyl)amino]phenyl}-2H-indazole-7-carboxamide CN(CC(=O)NC1=CC=C(C=C1)N1N=C2C(=CC=CC2=C1)C(=O)N)C